ClC1=C(C=C(C=2C[C@]3(C(=CCC[C@H]3C)OC)OC21)OC)C=2OC(=NN2)C2CCOCC2 (2S,5'R)-7-chloro-3',4-dimethoxy-5'-methyl-6-(5-tetrahydropyran-4-yl-1,3,4-oxadiazol-2-yl)spiro[benzofuran-2,4'-cyclohex-2-ene]